COC1=C(C=C(C=2CCCCC12)OC)CCN 2-(1,4-dimethoxy-5,6,7,8-tetrahydronaphthalen-2-yl)ethylamine